spermine silver [Ag].NCCCNCCCCNCCCN